5,10-dioxo-5λ5,10λ5-phenazine-2,3-diol O=N1=C2C=C(C(=CC2=N(C2=CC=CC=C12)=O)O)O